1,1,3,3-tetramethoxy-1,3-dimethyldisiloxane CO[Si](O[Si](C)(OC)OC)(C)OC